NC(CN1CCN(CCN(CCN(CC1)CC(N)=O)CC(N)=O)CC(=O)N)=O 2-[4,7,10-tris(2-amino-2-oxoethyl)-1,4,7,10-tetraazacyclododec-1-yl]acetamide